BrC1=CC=C(C=C1)C(C(CC)I)=O 1-(4-bromophenyl)-2-iodobutan-1-one